C[Si](OCCC)(OCCC)CC1=CC=CC=C1 methyl-(benzyl)dipropoxysilane